4-(4-((3-(3-oxa-8-azabicyclo[3.2.1]octan-8-yl)azetidin-1-yl)methyl)benzylamino)-2-(2,6-dioxopiperidin-3-yl)isoindoline-1,3-dione C12COCC(CC1)N2C2CN(C2)CC2=CC=C(CNC1=C3C(N(C(C3=CC=C1)=O)C1C(NC(CC1)=O)=O)=O)C=C2